S1C(SCC1)(CCC(=O)O)CCC(=O)O 3,3'-(1,3-dithiolane-2,2-diyl)dipropionic Acid